C(C)(=O)[O-].[Zn].[NH+]=1NN=NC1 tetrazolium zinc acetate